C(C1=CC=CC=C1)C1=C(OCCN)C=CC=C1 2-(2-benzylphenoxy)ethan-1-amine